phosphorus 2-cyclopropanecarboxylate C1C(C1)C(=O)[O-].[P+3].C1C(C1)C(=O)[O-].C1C(C1)C(=O)[O-]